4-(difluoromethoxy)-N-[5-(2-fluoro-6-hydroxy-4-methoxyphenyl)-2-{6-[(2-hydroxyethyl)amino]-3-(trifluoromethyl)pyridin-2-yl}-1-methyl-3-oxo-2,3-dihydro-1H-pyrazol-4-yl]benzamide FC(OC1=CC=C(C(=O)NC=2C(N(N(C2C2=C(C=C(C=C2O)OC)F)C)C2=NC(=CC=C2C(F)(F)F)NCCO)=O)C=C1)F